(S)-2-[4-(4-chlorophenyl)-2,3,9-trimethyl-6H-thieno[3,2-f][1,2,4]triazolo[4,3-a][1,4]diazepin-6-yl]-N-(4-hydroxyphenyl)acetamide ClC1=CC=C(C=C1)C1=N[C@H](C=2N(C3=C1C(=C(S3)C)C)C(=NN2)C)CC(=O)NC2=CC=C(C=C2)O